C(C#C)C(C)CC#C 2-(prop-2-yn-1-yl)pent-4-yn